4,5-dihydroxyisoquinoline OC1=CN=CC2=CC=CC(=C12)O